BrC1=C(C=C(C(=O)NCC2=CC(=CC=C2)C#N)C=C1)[N+](=O)[O-] 4-bromo-N-(3-cyanobenzyl)-3-nitrobenzamide